(2R)-2-(tert-butoxycarbonylamino)-3-(3-methoxy-4-pyridyl)propanoic acid C(C)(C)(C)OC(=O)N[C@@H](C(=O)O)CC1=C(C=NC=C1)OC